N1CC2(C=3C1=NC=C(C3)C3=CNC1=C(C=CC=C31)N3C(CCCC3)=O)CC2 1-(3-(1',2'-Dihydrospiro[cyclopropane-1,3'-pyrrolo[2,3-b]pyridin]-5'-yl)-1H-indol-7-yl)piperidin-2-one